ClC1=CC=C2C(=N1)N(C(=N2)C)C2[C@@H]1CN(C[C@H]21)C(C)=O 1-((1R,5S,6s)-6-(5-chloro-2-methyl-3H-imidazo[4,5-b]pyridin-3-yl)-3-azabicyclo[3.1.0]hexan-3-yl)ethan-1-one